6-(2-{6-azaspiro[2.5]octan-6-yl}-4-iodobenzoylamino)-8-(4,4-difluoropiperidin-1-yl)quinoline-3-carboxylic acid C1CC12CCN(CC2)C2=C(C(=O)NC=1C=C3C=C(C=NC3=C(C1)N1CCC(CC1)(F)F)C(=O)O)C=CC(=C2)I